3-benzyl-1-(trans-4-((5-cyano-4-(5,6-dihydroimidazo[1,5-a]pyrazine-7(8H)-yl)pyrimidin-2-yl)amino)cyclohexyl)-1-(5-(1-methyl-1H-pyrazol-4-yl)pyridin-2-yl)urea C(C1=CC=CC=C1)NC(N(C1=NC=C(C=C1)C=1C=NN(C1)C)[C@@H]1CC[C@H](CC1)NC1=NC=C(C(=N1)N1CC=2N(CC1)C=NC2)C#N)=O